NC=1C(=NC=CC1)C=NNC(N)=S 2-[(3-amino-2-pyridyl)methylene]hydrazinothiocarbamide